tert-butyl 3-((3-(benzyloxy)cyclobutyl)amino)-3-methylpyrrolidine-1-carboxylate C(C1=CC=CC=C1)OC1CC(C1)NC1(CN(CC1)C(=O)OC(C)(C)C)C